ClC1=NC=C(C(=O)NC=2C(=NC=CC2C2=C(C=CC(=C2)F)F)N2C[C@H](CC2)F)C=C1 (S)-6-chloro-N-(4-(2,5-difluorophenyl)-2-(3-fluoropyrrolidin-1-yl)-pyridin-3-yl)nicotinamide